dihydropyridopyrazinoquinoline N1CC=CC2=CC=C3C(=C12)N=C1C(=N3)C=CC=N1